pentan-3-one O-tosyl oxime S(=O)(=O)(C1=CC=C(C)C=C1)ON=C(CC)CC